N-(4-methoxyphenyl)-2,5-dimethyl-1H-pyrrol-1-amine COC1=CC=C(C=C1)NN1C(=CC=C1C)C